C(C)C1=CN=C2N1C=C(C=C2)C=2C=NN1C2C(N(C[C@@H]1C)C1=CC=C(C=C1)C(F)(F)F)=O (7S)-3-(3-ethylimidazo[1,2-a]pyridin-6-yl)-7-methyl-5-[4-(trifluoromethyl)phenyl]-6,7-dihydropyrazolo[1,5-a]pyrazin-4(5H)-one